1-allyl-3-vinyl-imidazole bromide salt [Br-].C(C=C)N1CN(C=C1)C=C